2-fluoro-3-methoxybenzene-1-sulfonyl chloride FC1=C(C=CC=C1OC)S(=O)(=O)Cl